ClC1=NNC2=CC(=C(C=C12)F)/C=C/C(=O)NC=1C(=NC=C(C1C)F)C (2E)-3-(3-chloro-5-fluoro-1H-indazol-6-yl)-N-(5-fluoro-2,4-dimethylpyridin-3-yl)prop-2-enamide